4-chloro-7,7-dimethyl-10-(piperidin-4-yl)pyrido[2',3':4,5]pyrrolo[1,2-a]quinazolin-5(7H)-one ClC=1C=2C(N=C3N(C2C=CC1)C1=C(C3(C)C)N=CC(=C1)C1CCNCC1)=O